1,3-bis(4-hydroxyphenyl)-5,7-dimethyladamantan OC1=CC=C(C=C1)C12CC3(CC(CC(C1)(C3)C)(C2)C)C2=CC=C(C=C2)O